6-chloro-8-cyclopropoxy-7-(5-methyl-1H-indazol-4-yl)-2-((1-methylpiperidin-4-yl)oxy)-4-(piperazin-1-yl)quinazoline ClC=1C=C2C(=NC(=NC2=C(C1C1=C2C=NNC2=CC=C1C)OC1CC1)OC1CCN(CC1)C)N1CCNCC1